1,3-dimethylquinoxaline CN1CC(=NC2=CC=CC=C12)C